C[C@H]1CC2=C(NC3=CC=CC=C23)[C@@H](N1C12CC(C1)(C2)CO)C2=CC=C(C=C2)OC2CN(C2)CCC (3-((1S,3S)-3-methyl-1-(4-((1-propylazetidin-3-yl)oxy)phenyl)-1,3,4,9-tetrahydro-2H-pyrido[3,4-b]indol-2-yl)bicyclo[1.1.1]pentan-1-yl)methanol